CO[C@@H]1CN(C[C@H]1C(NCCCCCCCCCCCCCC)=O)C(=O)OCC1=CC=CC=C1 benzyl (3S,4R)-3-methoxy-4-(tetradecylcarbamoyl)pyrrolidine-1-carboxylate